CC=1C=CC=C2N(CCN(C12)C(=O)OC(C)(C)C)C=1C(N2CCOCCOC=3C=CC=C(NC4=NC=C(C1)C2=N4)C3)=O tert-butyl 8-methyl-4-(15-oxo-8,11-dioxa-2,14,20,21-tetrazatetracyclo[12.6.2.13,7.018,22]tricosa-1(20),3,5,7(23),16,18,21-heptaen-16-yl)-2,3-dihydroquinoxaline-1-carboxylate